dithio-phosphoric acid P(S)(O)(O)=S